5-nitro-1H-1,2,4-triazol [N+](=O)([O-])C1=NC=NN1